1-ethoxy-2-(2-ethoxyethoxy)ethane C(C)OCCOCCOCC